COC(=O)C=1SC=CC1B(O)O (2-(methoxycarbonyl)thiophen-3-yl)boronic acid